C1(CCCC1)C1=C2C=NNC2=C(C(=C1)C(=O)OC)OS(=O)(=O)C(F)(F)F methyl 4-cyclopentyl-7-(trifluoromethanesulfonyl oxy)-1H-indazole-6-carboxylate